CC=1C=C(C(=NC1C)NC1=CC=C(C(=O)OC)C=C1)[N+](=O)[O-] methyl 4-((5,6-dimethyl-3-nitropyridin-2-yl)amino)benzoate